2-hydroxyoxetane-2-carboxylic acid OC1(OCC1)C(=O)O